4-(2-chloro-1,3-thiazol-5-yl)-N-(1-methylsulfonylpiperidin-4-yl)-5-(trifluoromethyl)pyrimidin-2-amine ClC=1SC(=CN1)C1=NC(=NC=C1C(F)(F)F)NC1CCN(CC1)S(=O)(=O)C